BrC1=CC=C(C=C1)N1CC2(C1)CN(C2)C[C@H](COC2=CC(=C(C(=O)OC)C=C2)C#N)O methyl 4-[(2R)-3-[2-(4-bromophenyl)-2,6-diazaspiro[3.3]heptan-6-yl]-2-hydroxy-propoxy]-2-cyano-benzoate